N=1C=NN2C1C=C(C=C2)OC2=C(C=C(C=C2)NC2=NC=NN1C2=C(C=C1)C1CN(CCC1)C(\C=C\CN(C)C)=O)C (E)-1-(3-(4-((4-([1,2,4]triazolo[1,5-a]pyridin-7-yloxy)-3-methylphenyl)amino)pyrrolo[2,1-f][1,2,4]triazin-5-yl)piperidin-1-yl)-4-(dimethylamino)but-2-en-1-one